C1=CC=CC=2C3=CC=CC=C3C(C12)COC(N[C@H](C(=O)F)CC(NC(C1=CC=CC=C1)(C1=CC=CC=C1)C1=CC=CC=C1)=O)=O (S)-(1-fluoro-1,4-diketo-4-(tritylamino)butan-2-yl)carbamic acid ((9H-fluoren-9-yl) methyl) ester